BrC1=C2C[C@](N(C2=CC(=C1Cl)F)C(=O)OC(C)(C)C)(C1=CC=CC=C1)[C@H]1N(CCC1)C(=O)OC(C)(C)C tert-butyl (S)-4-bromo-2-((S)-1-(tert-butoxycarbonyl)pyrrolidin-2-yl)-5-chloro-6-fluoro-2-phenylindoline-1-carboxylate